FC(C1=CC2=C(N=C(N=C2)NC2(C(CN(CC2([2H])[2H])S(=O)(=O)C([2H])([2H])[2H])([2H])[2H])[2H])N(C1=O)[C@H]1[C@H](CCC1)C)([2H])F (-)-6-(difluoromethyl-d)-8-((1R,2S)-2-methylcyclopentyl)-2-((1-((methyl-d3)sulfonyl)piperidin-4-yl-3,3,4,5,5-d5)-amino)pyrido[2,3-d]pyrimidin-7(8H)-one